ClC=1C=C(OC23CCC(CC2)(CC3)NC(C3=CC=C(C=C3)N3CCC(CC3)=O)=O)C=CC1C#N N-(4-(3-chloro-4-cyanophenoxy)bicyclo[2.2.2]octan-1-yl)-4-(4-oxopiperidin-1-yl)benzamide